ClC=1C=CC(=C(C1)C1=C2C(=NC=C1)C(=CS2)C(=O)O)C#CCN2C(=NC1=C(C2=O)C(=C(N=C1)Cl)C#N)C 7-(5-chloro-2-(3-(6-chloro-5-cyano-2-methyl-4-oxopyrido[3,4-d]pyrimidin-3(4H)-yl)prop-1-yn-1-yl)phenyl)thieno[3,2-b]pyridine-3-carboxylic acid